C(#N)C=1C(=C(C=C(C1)C=1C(=NN(C1)C)COC[C@@H](C)N(C)C(=O)C1=C(NC(=C1)C)C=O)C(C(=O)OC)C(=O)OC)[N+](=O)[O-] dimethyl 2-[3-cyano-5-[3-[[(2R)-2-[(2-formyl-5-methyl-1H-pyrrole-3-carbonyl)-methyl-amino]propoxy]methyl]-1-methyl-pyrazol-4-yl]-2-nitro-phenyl]propanedioate